(R)-1-(tert-butoxycarbonyl)-4-oxopiperidine-2-carboxylic acid C(C)(C)(C)OC(=O)N1[C@H](CC(CC1)=O)C(=O)O